C(C)(C)(C)OC(NC1=NC=C(C(=C1)COCC(C)(C)O)F)=O.OC(C(C1=CC=CC=C1)C)C 2-hydroxy-methyl-1-phenyl-propane tert-butyl-N-[5-fluoro-4-[(2-hydroxy-2-methyl-propoxy)methyl]-2-pyridyl]carbamate